(R)-N-(4-methyl-5-((3-(4-(quinolin-4-yl)piperazine-1-carbonyl)pyrrolidin-1-yl)sulfonyl)thiazol-2-yl)acetamide CC=1N=C(SC1S(=O)(=O)N1C[C@@H](CC1)C(=O)N1CCN(CC1)C1=CC=NC2=CC=CC=C12)NC(C)=O